ClC1=CC=C2C(CNCC2=C1)N 7-chloro-1,2,3,4-tetrahydroisoquinolin-4-amine